N-((6-bromo-5-methoxy-1-tosyl-1H-indol-2-yl)methyl)-1-methylcyclopropane-1-carboxamide BrC1=C(C=C2C=C(N(C2=C1)S(=O)(=O)C1=CC=C(C)C=C1)CNC(=O)C1(CC1)C)OC